C(C1CO1)C1=C(N(C(F)(F)F)CC2CO2)C=CC=C1 diglycidyl-trifluoromethyl-aniline